4-(benzo[d][1,3]dioxol-5-yloxy)-6-bromoquinazoline O1COC2=C1C=CC(=C2)OC2=NC=NC1=CC=C(C=C21)Br